C1(CCC1)C(NC(=O)C=1C=C2CN(C(C2=CC1)=O)C1C(NC(CC1)=O)=O)C1=CC(=C(C=C1)F)F N-(cyclobutyl(3,4-difluorophenyl)methyl)-2-(2,6-dioxopiperidin-3-yl)-1-oxoisoindoline-5-carboxamide